1-((1-propenoylazetidin-3-yl)methyl)-7-chloro-6-(3-hydroxynaphthalen-1-yl)quinoxalin-2(1H)-one C(C=C)(=O)N1CC(C1)CN1C(C=NC2=CC(=C(C=C12)Cl)C1=CC(=CC2=CC=CC=C12)O)=O